COC1=CC=C(CN2CCN(CC2)CC2=CC(=C(OC(C(=O)OCC)(C)C)C(=C2)C)C)C=C1 Ethyl 2-(4-((4-(4-methoxybenzyl)piperazin-1-yl)methyl)-2,6-dimethylphenoxy)-2-methylpropanoate